Zinc Disodium [Na].[Na].[Zn]